2,5-bis(isopropylphenylperoxy)-2,5-dimethylhexyne C(C)(C)C1=C(C=CC=C1)OOC(C)(C#CC(C)(C)OOC1=C(C=CC=C1)C(C)C)C